N[C@@H](C(C)(C)S(=O)(=O)C1(CC1)CN1C(C2=C(CC1)C(=NN2C)C(=O)NCC2=CC=C(C=C2)Cl)=O)CO (R)-6-((1-((3-amino-4-hydroxy-2-methylbutan-2-yl)sulfonyl)cyclopropyl)methyl)-N-(4-chlorobenzyl)-1-methyl-7-oxo-4,5,6,7-tetrahydro-1H-pyrazolo[3,4-c]pyridine-3-carboxamide